tert-butyl 2-[2-[2-[2-[4-[3-(2-ethoxy-4,4-dimethyl-6-oxo-cyclohexen-1-yl)-4-methylphenyl]phenoxy]-ethoxy]ethoxy]ethoxy]acetate C(C)OC1=C(C(CC(C1)(C)C)=O)C=1C=C(C=CC1C)C1=CC=C(OCCOCCOCCOCC(=O)OC(C)(C)C)C=C1